Isobutyl 5-chloro-3-(1-((1-(2-((4-ethylphenyl)sulfonamido)ethyl)piperidin-4-yl)methyl)-1H-1,2,3-triazol-4-yl)-1H-indol-2-carboxylat ClC=1C=C2C(=C(NC2=CC1)C(=O)OCC(C)C)C=1N=NN(C1)CC1CCN(CC1)CCNS(=O)(=O)C1=CC=C(C=C1)CC